tert-butyl 4-[4-(3,4-dichloro-2-fluoro-anilino)pyrido[3,2-d]pyrimidin-6-yl]piperazine-1-carboxylate ClC=1C(=C(NC=2C3=C(N=CN2)C=CC(=N3)N3CCN(CC3)C(=O)OC(C)(C)C)C=CC1Cl)F